tert-butyl 4-[6-(7-cyano-2-methylindazol-5-yl)-8-fluoro-1-oxoisoquinolin-2-yl]piperidine-1-carboxylate C(#N)C1=CC(=CC2=CN(N=C12)C)C=1C=C2C=CN(C(C2=C(C1)F)=O)C1CCN(CC1)C(=O)OC(C)(C)C